(7R)-2-(8-((2,3-dichlorophenyl)thio)imidazo[1,2-c]pyrimidin-5-yl)-2-aza-spiro[4.4]nonan-7-ylamine ClC1=C(C=CC=C1Cl)SC=1C=2N(C(=NC1)N1CC3(CC1)C[C@@H](CC3)N)C=CN2